5,5-bis(ethoxycarbonyl)-2,2-diphenylazelaic acid C(C)OC(=O)C(CCC(C(=O)O)(C1=CC=CC=C1)C1=CC=CC=C1)(CCCC(=O)O)C(=O)OCC